(6-(7-chloro-5H-pyrrolo[2,3-b]pyrazin-2-yl)-8-((R)-morpholin-3-yl)-3,4-dihydroisoquinolin-2(1H)-yl)(8-methyl-3,8-diazabicyclo[3.2.1]octane-3-yl)methanone ClC1=CNC2=NC=C(N=C21)C=2C=C1CCN(CC1=C(C2)[C@H]2NCCOC2)C(=O)N2CC1CCC(C2)N1C